COC1=C(C=CC(=C1)S(=O)(=O)C)NC=1C=C(C2=C(N1)NC=C2)NCCS(=O)(=O)C N6-(2-methoxy-4-(methylsulfonyl)phenyl)-N4-(2-(methylsulfonyl)ethyl)-1H-pyrrolo[2,3-b]pyridine-4,6-diamine